FC=1C=C(C=C(C1C=1C=C2C(=CN1)NN=C2C2=CC(=NC=C2)N2CCN(CC2)C)F)CNC (3,5-difluoro-4-(3-(2-(4-methylpiperazin-1-yl)pyridin-4-yl)-1H-pyrazolo[3,4-c]pyridin-5-yl)phenyl)-N-methylmethanamine